CN1N=CC2=NC(=C(C=C21)C)C(=O)O 1,6-dimethyl-1H-pyrazolo[4,3-b]pyridine-5-carboxylic acid